9-(4-{[3-(trifluoromethyl)pyridin-2-yl]oxy}phenyl)-3,4-dihydropyrido[2,1-c][1,2,4]thiadiazine 2,2-dioxide FC(C=1C(=NC=CC1)OC1=CC=C(C=C1)C1=CC=CN2C1=NS(CC2)(=O)=O)(F)F